(4-(3-(hexahydrocyclopenta[c]pyrrol-2(1H)-yl)-2-hydroxypropoxy)phenyl)(morpholino)methanone C1N(CC2C1CCC2)CC(COC2=CC=C(C=C2)C(=O)N2CCOCC2)O